CC(C)(C)OC(=O)N1CC(CCC1)C1=CC=C(N=N1)C(=O)OC methyl 6-(1-{[(2-methylpropan-2-yl) oxy] carbonyl} hexahydropyridin-3-yl)-1,2-diazine-3-carboxylate